(2S,4R)-4-hydroxy-N-[2-[[2-methyl-4-[[3-[3-(trifluoromethyl)-1H-pyrazol-4-yl]imidazo[1,2-a]pyrazin-8-yl]amino]benzoyl]amino]ethyl]pyrrolidine-2-carboxamide O[C@@H]1C[C@H](NC1)C(=O)NCCNC(C1=C(C=C(C=C1)NC=1C=2N(C=CN1)C(=CN2)C=2C(=NNC2)C(F)(F)F)C)=O